N-hydroxy-4-methyl-N-(4-((4-(trifluoromethyl)phenyl)amino)benzyl)tetrahydro-2H-pyran-4-carboxamide ON(C(=O)C1(CCOCC1)C)CC1=CC=C(C=C1)NC1=CC=C(C=C1)C(F)(F)F